C1=C(NC(=S)N=C1N)N 4,6-diamino-2-thiopyrimidine